1-(4-aminobutyl)-3-(4-methyl-2-(pyrrolidin-1-yl)quinolin-6-yl)thiourea NCCCCNC(=S)NC=1C=C2C(=CC(=NC2=CC1)N1CCCC1)C